rac-(1S,2R,3S,5R)-3-(benzylamino)-2-fluoro-8-azabicyclo[3.2.1]octane-8-carboxylate C(C1=CC=CC=C1)N[C@@H]1[C@H]([C@@H]2CC[C@H](C1)N2C(=O)[O-])F |r|